NC=1SC(=C(N1)C)C(=O)NC1=CC=CC=C1 2-amino-4-methylthiazol-5-carboxylic acid anilide